Cl.C1CC12CNCCC2 5-azaspiro[2.5]octane hydrochloride